N1(CCC1)CC(=O)C1=CNC2=CC(=CC=C12)F 2-(azetidin-1-yl)-1-(6-fluoro-1H-indol-3-yl)ethan-1-one